FC1=CC(=C(OC=2C(=NC3=CC=CC=C3N2)C(=O)NC2=CC(=CC=C2)S(=O)(=O)C)C=C1)OC 3-(4-fluoro-2-methoxyphenoxy)-N-(3-(methylsulfonyl)phenyl)quinoxaline-2-carboxamide